NCC=1C=C(C=CC1)N(C(=O)C1CCCCC1)CC1=CC=C(C=C1)C1=CC=C(C=C1)N(C)C N-(3-(Aminomethyl)phenyl)-N-((4'-(dimethylamino)-[1,1'-biphenyl]-4-yl)methyl)cyclohexanecarboxamide